phenyl-[(4-fluorophenyl) methyl] disulfide C1(=CC=CC=C1)SSCC1=CC=C(C=C1)F